tert-butyl 6-(4-isopropyl-5-(8-methoxy-[1,2,4]triazolo[1,5-a]pyridin-6-yl)-1-((2-(trimethylsilyl) ethoxy) methyl)-1H-pyrazol-3-yl)-3',6'-dihydro-[3,4'-bipyridine]-1'(2'H)-carboxylate C(C)(C)C=1C(=NN(C1C=1C=C(C=2N(C1)N=CN2)OC)COCC[Si](C)(C)C)C2=CC=C(C=N2)C=2CCN(CC2)C(=O)OC(C)(C)C